C(C)S(=O)(=O)OC1=C(C=CC=C1)NC(=O)NC1=CC=C(C=C1)OS(=O)(=O)CC1=CC=CC=C1 N-[2-(ethanesulfonyloxy)phenyl]-N'-[4-(benzylsulfonyloxy)phenyl]urea